4-(1-benzofuran-2-ylcarbonyl)-5-[4-(benzyloxy)-3-methoxyphenyl]-3-hydroxy-1-(2-phenylethyl)-2,5-dihydro-1H-pyrrol-2-one O1C(=CC2=C1C=CC=C2)C(=O)C2=C(C(N(C2C2=CC(=C(C=C2)OCC2=CC=CC=C2)OC)CCC2=CC=CC=C2)=O)O